C(#N)[C@H](C[C@H]1C(NCCC1)=O)NC(=O)C1[C@@H]2C(C2CN1C([C@H](C(C)(C)C)NC(C(F)(F)F)=O)=O)(C)C (S)-N-((S)-1-cyano-2-((S)-2-oxopiperidin-3-yl)ethyl)-3-((S)-3,3-dimethyl-2-(2,2,2-trifluoroacetamido)butanoyl)-6,6-dimethyl-3-azabicyclo[3.1.0]hexane-2-carboxamide